1,1-dimethylethyl (3S,5S)-4-[(1R)-4,5-dichloro-6-oxo-pyridazin-1-yl]-3,5-difluoro-piperidine-1-carboxylate ClC=1C=NN(C(C1Cl)=O)C1[C@H](CN(C[C@@H]1F)C(=O)OC(C)(C)C)F